(S)-2-(quinolin-2-ylmethoxy)eicosan-1-ol N1=C(C=CC2=CC=CC=C12)CO[C@H](CO)CCCCCCCCCCCCCCCCCC